7-METHOXY-1-METHYL-2-OXO-1,2-DIHYDROQUINOLINE-3-CARBALDEHYDE COC1=CC=C2C=C(C(N(C2=C1)C)=O)C=O